Methyl (5S,8S,11S)-8-(cyclohexylmethyl)-5-isopropyl-3,6,9-trioxo-11-(((S)-2-oxopyrrolidin-3-yl)methyl)-1-phenyl-2-oxa-4,7,10-triazadodecan-12-oate C1(CCCCC1)C[C@H](NC([C@@H](NC(OCC1=CC=CC=C1)=O)C(C)C)=O)C(N[C@H](C(=O)OC)C[C@H]1C(NCC1)=O)=O